BrC1=CC=C2C(N(C(NC2=C1)=O)C1=C(C(=NC=C1)N)Cl)=O 7-bromo-3-(2-amino-3-chloropyridin-4-yl)quinazoline-2,4(1H,3H)-dione